ClC1=NC2=C(N=C(C(=C2C=C1)O)C(=O)OCC)Cl ethyl 2,8-dichloro-5-hydroxy-1,7-naphthyridine-6-carboxylate